N-(2-amino-4-((4-hydroxybenzyl)amino)phenyl)decanamide NC1=C(C=CC(=C1)NCC1=CC=C(C=C1)O)NC(CCCCCCCCC)=O